OCCNC(OC1CCC(CC1)C(N(CC12CCC(CC1)(CC2)C=2C=NC(=CC2)N(C)C)C2=CC(=CC=C2)C=2N=C(OC2)C2CC2)=O)=O 4-((3-(2-Cyclopropyloxazol-4-yl)phenyl)((4-(6-(dimethylamino)pyridin-3-yl)bicyclo[2.2.2]octan-1-yl)methyl)carbamoyl)cyclohexyl trans-(2-hydroxyethyl)carbamate